C1(=CC=CC=C1)[C@H]1CCN2N=C(N=C21)C(=O)N[C@H]2COC1=C(NC2=O)C(=CC(=C1)F)F (7R)-7-phenyl-N-[(3S)-6,8-difluoro-4-oxo-3,5-dihydro-2H-1,5-benzoxazepin-3-yl]-6,7-dihydro-5H-pyrrolo[1,2-b][1,2,4]triazole-2-carboxamide